ClC=1C=CC2=C(C(C[C@@H](O2)C(=O)N[C@@H]2[C@H]3C[C@@H]([C@@H](C2)C3)N3C=NC(=C3)C3=CC(=C(C=C3)F)F)=O)C1 (2R)-6-chloro-N-{(1R,2S,4R,5S)-5-[4-(3,4-difluorophenyl)-1H-imidazol-1-yl]bicyclo[2.2.1]heptan-2-yl}-4-oxo-3,4-dihydro-2H-1-benzopyran-2-carboxamide